C1(CCCC1)COC1=C(C=C(C=C1)F)CN (2-(cyclopentylmethoxy)-5-fluorophenyl)methylamine